2-(1H-1,2,4-triazol-1-yl)ethylamine dihydrochloride Cl.Cl.N1(N=CN=C1)CCN